ClC=1C(N(C(=CC1OCC1=NC=C(C=C1F)F)C)C1=CC(=NC=C1C)C1=NC(=NC=C1)C(C)(C)O)=O (-)-3-chloro-4-((3,5-difluoropyridin-2-yl)methoxy)-2'-(2-(2-hydroxypropan-2-yl)pyrimidin-4-yl)-5',6-dimethyl-2H-[1,4'-bipyridinyl]-2-one